tert-Butyl 3-(4-morpholino-7-(thiazol-2-yl)benzo[d]oxazol-2-yl)-3,6-diazabicyclo[3.1.1]heptane-6-carboxylate O1CCN(CC1)C1=CC=C(C2=C1N=C(O2)N2CC1N(C(C2)C1)C(=O)OC(C)(C)C)C=1SC=CN1